Methyl 7-fluoro-1,3,4,6,11,11a-hexahydro-2H-pyrido[1,2-b]isoquinoline-9-carboxylate FC1=CC(=CC=2CC3N(CC12)CCCC3)C(=O)OC